2,4,6-tris(p-tolyl)tetrafluoropyridinium borate B([O-])([O-])[O-].C1(=CC=C(C=C1)C1[NH+]=C(C(C(C1(F)F)C1=CC=C(C=C1)C)(F)F)C1=CC=C(C=C1)C)C.C1(=CC=C(C=C1)C1[NH+]=C(C(C(C1(F)F)C1=CC=C(C=C1)C)(F)F)C1=CC=C(C=C1)C)C.C1(=CC=C(C=C1)C1[NH+]=C(C(C(C1(F)F)C1=CC=C(C=C1)C)(F)F)C1=CC=C(C=C1)C)C